3-(3-((4-fluoro-3-(3-((6-fluoro-4-methyl-1H-indol-5-yl)oxy)phenyl)-1H-pyrazol-1-yl)methyl)phenyl)propanoic acid FC=1C(=NN(C1)CC=1C=C(C=CC1)CCC(=O)O)C1=CC(=CC=C1)OC=1C(=C2C=CNC2=CC1F)C